FC=1C=C(CC=2C=C3C(=NNC3=CC2)NC(C2=C(C=C(C=C2)N2CCN(CC2)CCNC2=CC3=C(N(C=N3)C3C(NC(CC3)=O)=O)C=C2)NC2CCOCC2)=O)C=C(C1)F N-(5-(3,5-difluorobenzyl)-1H-indazol-3-yl)-4-(4-(2-((1-(2,6-dioxopiperidin-3-yl)-1H-benzo[d]imidazol-5-yl)amino)ethyl)piperazin-1-yl)-2-((tetrahydro-2H-pyran-4-yl)amino)benzamide